(1S,3S)-3-((6-(5-(aminomethyl)-1-methyl-1H-1,2,3-triazol-4-yl)-2-methylpyridin-3-yl)oxy)cyclohexanecarboxylic acid methyl ester COC(=O)[C@@H]1C[C@H](CCC1)OC=1C(=NC(=CC1)C=1N=NN(C1CN)C)C